C(C)OCCN1C(=NC2=C1C=CC=C2)C2CCN(CC2)CCC2=CC=C(C=C2)C(C(=O)O)(C)C 2-[4-[2-[4-[1-(2-ethoxyethyl)-1H-benzo[d]imidazol-2-yl]piperidin-1-yl]ethyl]phenyl]-2-methylpropanoic acid